C1(CC1)[C@H](C(C)(C)O)N1C(C2=C(C=C(C=C2C1)F)C1=CC=C(C=C1)C=1C=NN(C1)C)=O (R)-2-(1-cyclopropyl-2-hydroxy-2-methylpropyl)-5-fluoro-7-(4-(1-methyl-1H-pyrazol-4-yl)phenyl)isoindolin-1-one